FC(C1=NN=C(C2=CC=CC=C12)SCC(=O)C1=CC=C(S1)CNC(C(C)(C)C)=O)(F)F N-((5-(2-((4-(trifluoromethyl)phthalazin-1-yl)thio)acetyl)thiophen-2-yl)methyl)pivalamide